C[Si](CCC(=O)C1=C(C#N)C=CC=C1)(C1=CC=CC=C1)C 2-(3-(dimethyl-(phenyl)silyl)propionyl)benzonitrile